C(=O)C1=CC=C(CNC(=O)C2=CN=NC=C2)C=C1 N-(4-formylbenzyl)pyridazine-4-carboxamide